OC[C@H]1O[C@H]([C@@H]([C@H]([C@@H]1O)O)O)OC1=NN(C(=C1CC1=CC=C(C=C1)OC(C)C)C)C(C)C (2R,3S,4S,5R,6S)-2-(hydroxymethyl)-6-[5-methyl-1-propan-2-yl-4-[(4-propan-2-yloxy-phenyl)methyl]pyrazol-3-yl]oxyoxane-3,4,5-triol